5-decyl-2-(4-vinylbenzyl)-2H-tetrazole C(CCCCCCCCC)C=1N=NN(N1)CC1=CC=C(C=C1)C=C